2-chloro-4-(3-(trifluoromethyl)-7,8-dihydro-1,6-naphthyridin-6(5H)-yl)-5,7-dihydrofuro[3,4-d]pyrimidine ClC=1N=C(C2=C(N1)COC2)N2CC=1C=C(C=NC1CC2)C(F)(F)F